C(C)(C)(C)[S@](=O)N=CC=1C=C(C=C2CCN=CC12)Cl (S)-8-(((tert-butylsulfinyl)imino)methyl)-6-chloro-3,4-dihydroisoquinoline